3-(4-fluoro-1-oxo-5-{1-[(1r,3r)-3-(piperidin-4-yloxy)cyclobutyl]piperidin-4-yl}-3H-isoindol-2-yl)piperidine-2,6-dione FC1=C2CN(C(C2=CC=C1C1CCN(CC1)C1CC(C1)OC1CCNCC1)=O)C1C(NC(CC1)=O)=O